1-(4-tert-butylbenzylthio)-2-butanol C(C)(C)(C)C1=CC=C(CSCC(CC)O)C=C1